NC=1C(=C(C(=O)NC2=C(C=C(C=C2OC(F)F)C(C(F)(F)F)(C(F)(F)F)F)Br)C=CC1)F 3-amino-N-(2-bromo-6-(difluoromethoxy)-4-(perfluoropropan-2-yl)phenyl)-2-fluorobenzamide